C(C)(C)C(C(=O)OCC(C)(C)C)(CC(=O)OCC(C)(C)C)C dineopentyl 2-isopropyl-2-methylsuccinate